C(#N)C=1C=C(C=CC1)C(C)(C)NC(OC(C)(C)C)=O tert-butyl (2-(3-cyanophenyl)propan-2-yl)carbamate